(2-(4'-Fluoro-2'-(4-methyl-4H-1,2,4-triazol-3-yl)-[1,1'-biphenyl]-3-yl)benzo[d]thiazol-5-yl)methanol FC1=CC(=C(C=C1)C1=CC(=CC=C1)C=1SC2=C(N1)C=C(C=C2)CO)C2=NN=CN2C